5-propylthiophene C(CC)C1=CC=CS1